propenyl-methyl-dimethoxysilane C(=CC)[Si](OC)(OC)C